NN1C(NN=C1CCC1=CC2=C(OCO2)C=C1)=S 4-amino-5-[2-(1,3-benzodioxole-5-yl)ethyl]-2,4-dihydro-3H-1,2,4-triazole-3-thione